C(C1=CC=CC=C1)C1=C(C2=C(N(C(N(C2=O)C)=O)C)N(C1=O)C)NCCCN1CCOCC1 6-benzyl-1,3,8-trimethyl-5-[(3-morpholinopropyl)amino]pyrido[2,3-d]pyrimidine-2,4,7(1H,3H,8H)-trione